C(C)(C)(C)OOC1=CC(=C(C=C1C(C)C)C(C)C)OOC(C)(C)C bis(tert-butylperoxy)-1,3-diisopropylbenzene